(1S,3R)-3-((3-(N-cyclopropylaminosulfonyl)-7-(2,4-dimethoxypyrimidin-5-yl)-5-fluoroquinolin-4-yl)amino)cyclohexane-1-carboxylic acid C1(CC1)NS(=O)(=O)C=1C=NC2=CC(=CC(=C2C1N[C@H]1C[C@H](CCC1)C(=O)O)F)C=1C(=NC(=NC1)OC)OC